di-(p-bromophenyl)methylene(cyclopentadienyl)(2,3,6,7-tetra-tert-butylfluorenyl)zirconium dichloride [Cl-].[Cl-].BrC1=CC=C(C=C1)C(=[Zr+2](C1=C(C(=CC=2C3=CC(=C(C=C3CC12)C(C)(C)C)C(C)(C)C)C(C)(C)C)C(C)(C)C)C1C=CC=C1)C1=CC=C(C=C1)Br